2-[(dodecyl-p-aminophenylsulfonyl-thiocarbonyl)p-aminophenylsulfonyl]Propionic acid C(CCCCCCCCCCC)C1=C(C=CC(=C1)N)S(=O)(=O)C(=S)C1=C(C=CC(=C1)N)S(=O)(=O)C(C(=O)O)C